CNC(=O)C=1N=NNC1 N-methyl-1H-1,2,3-triazole-4-carboxamide